1-cyclohexyl-3-[3,5-bis(trifluoromethyl)phenyl]thiourea C1(CCCCC1)NC(=S)NC1=CC(=CC(=C1)C(F)(F)F)C(F)(F)F